CN(C(C=C)=O)CC(=O)O 2-(N-methylprop-2-enamido)acetic acid